4-(2,4-Difluorophenyl)-1-(isopropylsulfonyl)-1H-1,2,3-triazole FC1=C(C=CC(=C1)F)C=1N=NN(C1)S(=O)(=O)C(C)C